(2S,5R)-1-(benzyloxymethyl)-2-isopropyl-5-methyl-cyclohexanecarboxylic acid C(C1=CC=CC=C1)OCC1([C@@H](CC[C@H](C1)C)C(C)C)C(=O)O